4,4-bis(((Z)-non-3-en-1-yl)oxy)butyric acid C(C\C=C/CCCCC)OC(CCC(=O)O)OCC\C=C/CCCCC